Cl.[C@@H]1([C@@H](CCCC1)N)N (1R,2R)-cyclohexane-1,2-diamine hydrochloride